1-(4-fluorophenyl)cyclohexanecarbonitrile FC1=CC=C(C=C1)C1(CCCCC1)C#N